N-(4-(chlorodifluoromethoxy)phenyl)-6-(4-(1-((2-(2,4-dioxotetrahydropyrimidin-1(2H)-yl)-1,3-dioxoisoindolin-5-yl)methyl)piperidin-4-yl)piperazin-1-yl)-5-(1H-pyrazol-3-yl)nicotinamide ClC(OC1=CC=C(C=C1)NC(C1=CN=C(C(=C1)C1=NNC=C1)N1CCN(CC1)C1CCN(CC1)CC=1C=C2C(N(C(C2=CC1)=O)N1C(NC(CC1)=O)=O)=O)=O)(F)F